tert-butyl methyl(2-(methyl((3-methyl-4-oxo-3,4-dihydroquinazolin-2-yl)methyl)amino)ethyl)carbamate CN(C(OC(C)(C)C)=O)CCN(CC1=NC2=CC=CC=C2C(N1C)=O)C